C1(=CC=CC=C1)C1=C(C(=C(C(=C1C1=CC=CC=C1)C1=CC=CC=C1)C1=CC=CC=C1)C1=CC=CC=C1)C1=CC=CC=C1 triphenyl-triphenylbenzene